(2-dimethylaminoethyl) methacrylate C(C(=C)C)(=O)OCCN(C)C